(2R)-N-[4-[1-(Benzenesulfonyl)pyrrolo[2,3-b]pyridin-4-yl]phenyl]-2-(dimethylamino)-4-methyl-pentanamide C1(=CC=CC=C1)S(=O)(=O)N1C=CC=2C1=NC=CC2C2=CC=C(C=C2)NC([C@@H](CC(C)C)N(C)C)=O